O=C1NC=CC=C1S(=O)(=O)NC(=O)C=1C(=NC(=CC1)C1=CC=C(C=C1)OC(F)(F)F)N1C(C[C@@H](C1)C)(C)C N-[(2-Oxo-1H-pyridin-3-yl)sulfonyl]-6-[4-(trifluoromethoxy)phenyl]-2-[(4S)-2,2,4-trimethylpyrrolidin-1-yl]pyridin-3-carboxamid